1-cyclopropyl-5-vinyl-benzimidazole C1(CC1)N1C=NC2=C1C=CC(=C2)C=C